NC1=NC2=CC=C(C=C2C=C1C)C(=O)N(CC1=NC=C(C=C1)C(F)(F)F)CC1CC2=C(NC=N2)CC1 2-amino-3-methyl-N-((4,5,6,7-tetrahydro-1H-benzo[d]imidazol-5-yl)methyl)-N-((5-(trifluoromethyl)pyridin-2-yl)methyl)quinoline-6-carboxamide